NCCN1CC(CCC1)NC(OC(C)(C)C)=O tert-butyl (1-(2-aminoethyl)piperidin-3-yl)carbamate